(S)-6-(1-(4-bromo-2-vinylphenyl)pyrrolidin-3-yloxy)-5-chloropyridin-3-ide BrC1=CC(=C(C=C1)N1C[C@H](CC1)OC1=C(C=[C-]C=N1)Cl)C=C